1-{5-[6-(trifluoromethyl)pyridin-3-yl]-1H-imidazol-2-yl}methanamine FC(C1=CC=C(C=N1)C1=CN=C(N1)CN)(F)F